C(C)OC1=CC=CC=2C(C(OC21)=O)=CC2=CC(=C(C=C2)O)OCC (E or Z)-7-ethoxy-3-(3-ethoxy-4-hydroxybenzylidene)-benzofuran-2(3H)-one